NC1=NC(=CC2=C1C(NN=C2)=O)N2CCC(CC2)CCP(O)(O)=O (2-(1-(5-amino-4-oxo-3,4-dihydropyrido[3,4-d]pyridazin-7-yl)piperidin-4-yl)ethyl)phosphonic acid